BrC1=NN(C(=N1)OC1=CC=C(C=C1)C(F)(F)F)CC(F)(F)F 3-bromo-1-(2,2,2-trifluoroethyl)-5-(4-(trifluoromethyl)phenoxy)-1H-1,2,4-triazole